5-(3-morpholino-5-((4-(trifluoromethyl)phenyl)sulfonyl)phenyl)pyrimidin-2-amine O1CCN(CC1)C=1C=C(C=C(C1)S(=O)(=O)C1=CC=C(C=C1)C(F)(F)F)C=1C=NC(=NC1)N